C(C)(C)N1N=C(C=C1C=O)C(F)(F)F 2-isopropyl-5-(trifluoromethyl)pyrazole-3-carbaldehyde